FC=1N=C(NC1C=1C(=NC2=CC=CC=C2C1)OC)[C@H](CCCCCC(CC)=O)NC(=O)[C@H]1CC12CCN(CC2)C (S)-N-((S)-1-(4-Fluoro-5-(2-methoxychinolin-3-yl)-1H-imidazol-2-yl)-7-oxononyl)-6-methyl-6-azaspiro[2.5]octan-1-carboxamid